C(C)(=O)OCO[C@@H]1[C@H](O[C@H](C1)N1C(NC(C(=C1)C#CCN)=O)=O)CO[Si](C1=CC=CC=C1)(C1=CC=CC=C1)C(C)(C)C (((2R,3S,5R)-5-(5-(3-aminoprop-1-yn-1-yl)-2,4-dioxo-3,4-dihydropyrimidin-1(2H)-yl)-2-(((tert-butyldiphenylsilyl)oxy)methyl)tetrahydrofuran-3-yl)oxy)methyl acetate